(E)-1-[4-(Difluoromethoxy)phenyl]-3-(4-hydroxy-3-methoxyphenyl)prop-2-en-1-one FC(OC1=CC=C(C=C1)C(\C=C\C1=CC(=C(C=C1)O)OC)=O)F